O=C1NNC(N1C1=CC=C(C(=O)O)C=C1)=O 4-(3,5-dioxo-1,2,4-triazolidine-4-yl)benzoic acid